C[N+]1(CCNCC1)C N,N-dimethyl-piperazinium